anisic acid chloride C(C1=CC=C(C=C1)OC)(=O)Cl